C(C)OC(=O)C1C(C1C(C)=O)(C)C 3-acetyl-2,2-dimethyl-cyclopropanecarboxylic ethyl ester